BrC(C(=O)NC=1C=C2C=CC=NC2=CC1)C=1C=C(C=CC1)C 2-bromo-N-(quinolin-6-yl)-2-(m-tolyl)acetamide